palladium-calcium [Ca].[Pd]